undeca-2,5,8-triene CC=CCC=CCC=CCC